tert-butyl (S)-5-bromo-8-chloro-8a,9,11,12-tetrahydropyrazino[2',1':3,4][1,4]oxazepino[5,6,7-de]quinazoline-10(8H)-carboxylate BrC=1C=C2C3=C(N=CN=C3C1)N1C([C@@H](O2)Cl)CN(CC1)C(=O)OC(C)(C)C